O=C1NC(CCC1N1C(C2=CC=C(C=C2C1=O)NC(=O)C1CCN(CC1)C1=NC(=CC=C1)C1=CN=C2N1N=C(C=C2)N2[C@H](CCC2)C2=CC(=CC=C2)F)=O)=O N-(2-(2,6-dioxopiperidin-3-yl)-1,3-dioxoisoindolin-5-yl)-1-(6-(6-((R)-2-(3-fluorophenyl)pyrrolidin-1-yl)imidazo[1,2-b]pyridazin-3-yl)pyridin-2-yl)piperidine-4-carboxamide